CC1=CC(=NN1C1CC2(CN(C2)C(=O)OC(C)(C)C)C1)N1C(CC2(CC(N(C2)C)=O)CC1)(C)C Tert-butyl 6-(5-methyl-3-(2,7,7-trimethyl-3-oxo-2,8-diazaspiro[4.5]decan-8-yl)-1H-pyrazol-1-yl)-2-azaspiro[3.3]heptane-2-carboxylate